BrC1=CC=C(C=C1)S[C@@H]1C=CC([C@H](O1)C)=O (2R,6R)-6-((4-bromophenyl)thio)-2-methyl-2H-pyran-3(6H)-one